N-(3-fluoro-5-(5-((1R,2S)-2-fluorocyclopropyl)-1,2,4-oxadiazol-3-yl)-2-methylphenyl)-6-(trifluoromethyl)imidazo[1,2-a]pyridine-3-carboxamide FC=1C(=C(C=C(C1)C1=NOC(=N1)[C@@H]1[C@H](C1)F)NC(=O)C1=CN=C2N1C=C(C=C2)C(F)(F)F)C